CN(C(CCN1C=NC2=C(NC=3C=CC(=CC23)C)C1=O)=O)CCN(C1=CC(=CC=C1)C(F)(F)F)C N-methyl-N-(2-(methyl(3-(trifluoromethyl)phenyl)amino)ethyl)-3-(8-methyl-4-oxo-4,5-dihydro-3H-pyrimido[5,4-b]indol-3-yl)propanamide